1-(6,7-dihydro-5H-benzo[6,7]cyclohepta[1,2-c]pyridazin-3-yl)-N3-(4-iodophenyl)-1H-1,2,4-triazole-3,5-diamine N1=NC(=CC2=C1C1=C(CCC2)C=CC=C1)N1N=C(N=C1N)NC1=CC=C(C=C1)I